4-[7-(3,6-Dihydro-2H-pyran-4-yl)-4-methoxy-thiazolo[4,5-c]pyridin-2-ylcarbamoyl]-thiazole-2-carboxylic acid O1CCC(=CC1)C=1C2=C(C(=NC1)OC)N=C(S2)NC(=O)C=2N=C(SC2)C(=O)O